FC1=CC(=C(C=C1)C1=C2C(=NC=C1)NC(=C2)C2CCN(CC2)CCOCCOCCOC2CCNCC2)OC 4-(4-fluoro-2-methoxy-phenyl)-2-[1-[2-[2-[2-(4-piperidyl-oxy)ethoxy]ethoxy]ethyl]-4-piperidyl]-1H-pyrrolo[2,3-b]pyridine